COC(CC1=C(C=CC(=C1)F)C(C)=O)=O 2-acetyl-5-fluorophenylacetic acid methyl ester